FC1=C2C(NN=C(C2=C(C=C1)F)CC=1C=CC(=C(C1)C1=CC2=C(NC(=N2)NC(OCC)=O)C=C1)F)=O Ethyl (5-(5-((5,8-difluoro-4-oxo-3,4-dihydrophthalazin-1-yl)methyl)-2-fluorophenyl)-1H-benzoimidazol-2-yl)carbamate